2,5-dimethoxy-6-amyl-nicotinaldehyde COC1=C(C=O)C=C(C(=N1)CCCCC)OC